C(=O)C(C(=O)[O-])C(O)(C(=O)[O-])CC(=O)[O-] formyl-citrate